3-isopropyl-N,N-dimethyl-2-oxo-1,2,3,5-tetrahydro-4H-benzo[1,4]diazepine-4-sulfonamide C(C)(C)C1C(NC2=C(CN1S(=O)(=O)N(C)C)C=CC=C2)=O